1,2-Di(allyloxy)ethane C(C=C)OCCOCC=C